((2-(dimethylamino)ethyl)azanediyl)bis(butane-4,1-diyl) bis(2-hexyldecanoate) C(CCCCC)C(C(=O)OCCCCN(CCCCOC(C(CCCCCCCC)CCCCCC)=O)CCN(C)C)CCCCCCCC